C(CCCC(=O)[O-])(=O)OCCCCCCCCC(C)C monoisoundecyl glutarate